CC1(C(C(=CC2(CCN(C2)C(=O)C2=CN=NC=C2)C1)C#N)=O)C 9,9-dimethyl-8-oxo-2-(pyridazine-4-carbonyl)-2-azaspiro[4.5]dec-6-ene-7-carbonitrile